ClC1=CC=C(C=C1)C1=C(C=CC=C1)CN1CCN(CC1)C1=CC=C(C(=O)NS(=O)(=O)C2=CC(=C(C=C2)N[C@@H](CSC2=CC=CC=C2)CCN(C)C)[N+](=O)[O-])C=C1 4-{4-[(4'-chloro-2-biphenylyl)methyl]-1-piperazinyl}-N-[(4-{[(2R)-4-(dimethylamino)-1-(phenylsulfanyl)-2-butyl]amino}-3-nitrophenyl)sulfonyl]benzamide